N-(6-(tert-butyl)pyridin-3-yl)-N-(2-(cyclohexylamino)-2-oxo-1-(pyridin-2-yl)ethyl)-1H-imidazole-5-carboxamide C(C)(C)(C)C1=CC=C(C=N1)N(C(=O)C1=CN=CN1)C(C(=O)NC1CCCCC1)C1=NC=CC=C1